6-(5-(6-(4-methylpiperazin-1-yl)pyridin-3-yl)-1H-pyrrolo[2,3-b]pyridin-3-yl)-[1,2,4]triazolo[1,5-a]pyridine CN1CCN(CC1)C1=CC=C(C=N1)C=1C=C2C(=NC1)NC=C2C=2C=CC=1N(C2)N=CN1